[Cu+2].C(CCCCCCC)P([O-])([O-])=O octylphosphonate copper